2-(tert-butoxycarbonylamino)-2-(2-(cyclopropanesulfonamido)thiazol-4-yl)acetic acid C(C)(C)(C)OC(=O)NC(C(=O)O)C=1N=C(SC1)NS(=O)(=O)C1CC1